N-(4-methoxyphenyl)-3-(2-pyridyl)-2-benzyl-4-phenyl-5-(3-chlorophenyl)pyrrole COC1=CC=C(C=C1)N1C(=C(C(=C1C1=CC(=CC=C1)Cl)C1=CC=CC=C1)C1=NC=CC=C1)CC1=CC=CC=C1